D-Galactosamine HCl Cl.OC1[C@H](N)[C@@H](O)[C@@H](O)[C@H](O1)CO